Neryl Pyrophosphate O(P([O-])(=O)OP(=O)([O-])[O-])C\C=C(\C)/CCC=C(C)C